3-Bromo-8-(4-(dimethylamino)piperidin-1-yl)-6,6-dimethyl-11-oxo-6,11-dihydro-5H-benzo[b]Carbazole-9-carbonitrile BrC1=CC=C2C=3C(C4=C(C(C3NC2=C1)(C)C)C=C(C(=C4)C#N)N4CCC(CC4)N(C)C)=O